6-[8-(1,3-benzothiazol-2-ylcarbamoyl)-3,4-dihydroisoquinolin-2(1H)-yl]-3-{1-[3-(trifluoromethyl)benzyl]-1H-pyrazol-4-yl}pyridine-2-carboxylic acid S1C(=NC2=C1C=CC=C2)NC(=O)C=2C=CC=C1CCN(CC21)C2=CC=C(C(=N2)C(=O)O)C=2C=NN(C2)CC2=CC(=CC=C2)C(F)(F)F